3-amino-6-(5-(3-amino-1,1,1-trifluoro-2-hydroxy-3-oxopropan-2-yl)-2-methylphenyl)-N-(2-cyano-2-methylpropyl)pyrazine-2-carboxamide trifluoroacetate FC(C(=O)O)(F)F.NC=1C(=NC(=CN1)C1=C(C=CC(=C1)C(C(F)(F)F)(C(=O)N)O)C)C(=O)NCC(C)(C)C#N